O.P(O)(O)O.P(O)(O)O phosphorite hemihydrate